N1N=CC2=CC3=C(C=C12)C(NC3=O)=O 1H,5H,6H,7H-pyrrolo[3,4-f]indazole-5,7-dione